Br.BrC1(NC=CC=C1N)N 2-bromo-3-aminopyridineamine hydrobromide